N-((3S,4S)-4-((S)-6-(2,6-difluoro-3,5-dimethoxyphenyl)-4,5,6,7-tetrahydro-1H-indazol-3-yl)tetrahydrofuran-3-yl)acrylamide FC1=C(C(=C(C=C1OC)OC)F)[C@H]1CCC=2C(=NNC2C1)[C@@H]1[C@@H](COC1)NC(C=C)=O